FC=1C=CC(=C(C1)C1=CNC(C2=CC(=CC=C12)OCC#N)=O)C 2-((4-(5-fluoro-2-methylphenyl)-1-oxo-1,2-dihydroisoquinolin-7-yl)oxy)acetonitrile